3-methyl-4-((phenylselenyl)methyl)cyclopent-2-ene CC1=CCCC1C[Se]C1=CC=CC=C1